CN(C)CCCCCCCCCCCCC N,N-dimethyl-tridecanylamine